OCNC(C)S(=O)(=O)O (hydroxymethyl)aminoethanesulfonic acid